ethyl 6-(2-ethoxyphenyl)-3-fluoropicolinate C(C)OC1=C(C=CC=C1)C1=CC=C(C(=N1)C(=O)OCC)F